C1(=CC=CC2=CC=CC=C12)C1(CC1)[C@H](C)OC([C@H](C)NC(=O)C1=NC=CC(=C1OC(C)=O)OC)=O (2S)-2-[(3-Acetyloxy-4-methoxy-pyridine-2-carbonyl)amino]propionic acid [(1S)-1-[1-(1-naphthyl) cyclopropyl] ethyl] ester